(S)-N-((1S,4S)-4-((S)-2-aminopropoxy)-4-(trifluoromethyl)cyclohexyl)-4-(5-(5-fluoro-2-methoxypyridin-4-yl)-1H-pyrazole-3-carbonyl)-4-azaspiro[2.5]octane-7-carboxamide N[C@H](COC1(CCC(CC1)NC(=O)[C@H]1CCN(C2(CC2)C1)C(=O)C1=NNC(=C1)C1=CC(=NC=C1F)OC)C(F)(F)F)C